ClC1=C(C=C2CCN(CC2=C1)C(C(F)(F)F)=O)NC1=NC=C(C(=N1)NCCC(=O)N[C@H](C(F)(F)F)C1CC1)C(F)(F)F (S)-3-(2-(7-chloro-2-(2,2,2-trifluoroacetyl)-1,2,3,4-tetrahydroisoquinolin-6-ylamino)-5-(trifluoromethyl)pyrimidin-4-ylamino)-N-(1-cyclopropyl-2,2,2-trifluoroethyl)propanamide